C(C)S(=O)(=O)C=1C(=NC=CC1)C(=O)[O-] 3-ethylsulfonylpyridine-2-carboxylate